C(C)(CC)C1C(NC2=C(CN1C(=O)C=1N=NNC1)C=CC=C2)=O 3-(sec-butyl)-4-(1H-1,2,3-triazole-4-carbonyl)-1,3,4,5-tetrahydro-2H-benzo[1,4]diazepin-2-one